O1C(OCC1)C=CC1(CC(CCC1)C(C)C)O 1-(2-(1,3-dioxolan-2-yl)vinyl)-3-isopropylcyclohexan-1-ol